(4-(3-methyl-4-oxo-3,4-dihydrophthalazin-1-yl)phenyl)sulphonamide CN1N=C(C2=CC=CC=C2C1=O)C1=CC=C(C=C1)S(=O)(=O)N